N[C@@H]1[C@@H]([C@@H]2CC[C@H](C1)N2C2=C(N=C1C(=N2)NN=C1C1=C(C2=C(N(N=C2C=C1)C)Cl)F)CO)F {6-[(1S,2S,3S,5R)-3-amino-2-fluoro-8-azabicyclo[3.2.1]octan-8-yl]-3-(3-chloro-4-fluoro-2-methyl-2H-indazol-5-yl)-1H-pyrazolo[3,4-b]pyrazin-5-yl}methanol